[2H]C(=C([2H])[2H])[2H] perdeuteroethylene